tert-butyl-1-methylhydrazine C(C)(C)(C)N(N)C